2-oxo-2,3-dihydro-1H-imidazo[4,5-b]pyridine-6-carboxylic acid O=C1NC=2C(=NC=C(C2)C(=O)O)N1